di-(trichloromethyl)benzene ClC(Cl)(Cl)C1=C(C=CC=C1)C(Cl)(Cl)Cl